C(C)(C)C1=CC=C(C=C1)C1=CC(=CC=C1)S(=O)(=O)N1CC(CCC1)C1=C(OCC(C(=O)NS(=O)(=O)C2=CC(=CC=C2)[N+](=O)[O-])C)C=CC=C1 3-(1-((4'-isopropyl-[1,1'-biphenyl]-3-yl)sulfonyl)piperidin-3-ylphenoxy)-2-methyl-N-((3-nitrophenyl)sulfonyl)propionamide